1-cyclopropyl-5-(trifluoromethyl)-1H-pyrazol-4-amine hydrochloride Cl.C1(CC1)N1N=CC(=C1C(F)(F)F)N